Cl.N1(CCNCCC1)C=1C=2N(C=C(C1)C=1C=NN(C1)C)N=CC2C#N 4-(1,4-diazacycloheptane-1-yl)-6-(1-methyl-1H-pyrazol-4-yl)pyrazolo[1,5-a]pyridine-3-carbonitrile hydrochloride